5-(3-methoxyphenyl)-1,2-dimethyl-7-(trifluoromethyl)-1,5-dihydro-4H-imidazo[4,5-c][1,8]naphthyridin-4-one COC=1C=C(C=CC1)N1C(C2=C(C=3C=CC(=NC13)C(F)(F)F)N(C(=N2)C)C)=O